(S)-2-(5-((4-(1,3-dioxolan-4-yl)piperidin-1-yl)sulfonyl)-2-propoxyphenyl)-5-methyl-4-oxo-7-propyl-4,5-dihydro-3H-pyrrolo[3,2-d]pyrimidine-6-carbaldehyde O1CO[C@H](C1)C1CCN(CC1)S(=O)(=O)C=1C=CC(=C(C1)C=1NC(C2=C(N1)C(=C(N2C)C=O)CCC)=O)OCCC